N1(C=NCC1)C(=O)N Imidazolineamide